diamyl phosphite P(OCCCCC)(OCCCCC)[O-]